C(C1=CC=CC=C1)[NH2+][C@H]1C(O[C@](C[C@@H]1OC(C)=O)(SC1=CC=CC=C1)C(=O)OCC1=CC=CC=C1)[C@@H]([C@@H](COC(C)=O)OC(C)=O)OC(C)=O benzyl-[(3R,4S,6R)-4-acetoxy-6-benzyloxycarbonyl-6-phenylsulfanyl-2-[(1S,2R)-1,2,3-triacetoxypropyl]tetrahydropyran-3-yl]ammonium